3-((3-chloro-4-(trifluoromethoxy)benzyl)amino)-N-(3-((6-(2-oxo-1,2-dihydropyridin-4-yl)-1H-indazol-4-yl)amino)propyl)propanamide ClC=1C=C(CNCCC(=O)NCCCNC2=C3C=NNC3=CC(=C2)C2=CC(NC=C2)=O)C=CC1OC(F)(F)F